NC1=C(C=2C(=NC=C(C2S1)F)C=1C2=C(C=3C=NC(=NC3C1F)N1C[C@@H](CC1)N1CCSCC1)COC2)C#N 2-Amino-7-fluoro-4-(5-fluoro-3-((R)-3-thiomorpholinopyrrolidin-1-yl)-7,9-dihydrofuro[3,4-f]quinazolin-6-yl)thieno[3,2-c]pyridine-3-carbonitrile